[(3R)-1,1-dioxo-2,3-dihydrothiophen-3-yl]-2-methoxy-8-[(thiophen-3-ylcarbonyl)amino]quinoline-3-carboxamide O=S1(C[C@H](C=C1)C1=C(C(=NC2=C(C=CC=C12)NC(=O)C1=CSC=C1)OC)C(=O)N)=O